7-Chloro-5-(2-fluorophenyl)-1H-benzo-[e][1,4]diazepin-2(3H)-one ClC1=CC2=C(NC(CN=C2C2=C(C=CC=C2)F)=O)C=C1